(1r,3s,5r)-3-((6-(trifluoromethyl)pyrazin-2-yl)carbamoyl)-2-azabicyclo[3.1.0]hexane-2-carboxylic acid tert-butyl ester C(C)(C)(C)OC(=O)N1[C@@H]2C[C@@H]2C[C@H]1C(NC1=NC(=CN=C1)C(F)(F)F)=O